N-[1-[[2-chloro-5-(1-isopropyl-6-oxo-3-pyridyl)phenyl]methyl]-2-[4-(2-methylimidazol-1-yl)anilino]-2-oxo-ethyl]-2-methyl-pyrazole-3-carboxamide ClC1=C(C=C(C=C1)C1=CN(C(C=C1)=O)C(C)C)CC(C(=O)NC1=CC=C(C=C1)N1C(=NC=C1)C)NC(=O)C=1N(N=CC1)C